C1NCCC2=CC=CC(=C12)C(=O)[O-] 3,4-dihydro-1H-isoquinoline-8-carboxylate